6-(2,4-dimethoxypyrimidin-5-yl)-2-((5-fluoro-pyridin-3-yl)methyl)pyridazine-3(2H)-one COC1=NC=C(C(=N1)OC)C=1C=CC(N(N1)CC=1C=NC=C(C1)F)=O